ClC1=C(C=CC=C1)S(=O)(=O)N1C(=NC2=C1C=CC=C2)SCCCOC2=C(OC1=CC(=CC(=C1C2=O)OC)OC)C2=CC(=C(C(=C2)OC)OC)OC 3-(3-((1-((2-chlorophenyl)sulfonyl)-1H-benzimidazol-2-yl)thio)propoxy)-5,7-dimethoxy-2-(3,4,5-trimethoxyphenyl)-4H-chromen-4-one